FC(F)C1=NC(=CC(=C1C(=O)NC=1SC2=C(C=NC(=C2F)C2=C(N=NN2C)C)N1)C1=CC=NC=C1OC)C (difluoromethyl)-N-(6-(1,4-dimethyl-1H-1,2,3-triazol-5-yl)-7-fluorothiazolo[4,5-c]pyridin-2-yl)-5'-methoxy-6-methyl-[4,4'-bipyridine]-3-carboxamide